Tert-butyl 1-(non-8-yn-1-yl)-1H-pyrazole-4-carboxylate C(CCCCCCC#C)N1N=CC(=C1)C(=O)OC(C)(C)C